monocyclooctyl-heptyl-dimethyl-ammonium phosphate P(=O)([O-])([O-])[O-].C1(CCCCCCC1)[N+](C)(C)CCCCCCC.C1(CCCCCCC1)[N+](CCCCCCC)(C)C.C1(CCCCCCC1)[N+](CCCCCCC)(C)C